N1=CN=C(C=C1)C(=O)N pyrimidine-4-Carboxamide